C(C)(=O)OC(C1CC[Al](CC1)C)(C)C aluminap-menthan-8-yl acetate